BrC1=C(C(=C(C(=C1)OC)F)OC)Cl 1-bromo-2-chloro-4-fluoro-3,5-dimethoxybenzene